(3R,4S)-3-cyclopropyl-1-[6-[1-[(1RS)-2,2-difluorocyclopropyl]pyrazol-4-yl]pyrrolo[1,2-b]pyridazin-4-yl]-4-methyl-2-oxopyrrolidine-3-carbonitrile C1(CC1)[C@]1(C(N(C[C@H]1C)C=1C=2N(N=CC1)C=C(C2)C=2C=NN(C2)[C@H]2C(C2)(F)F)=O)C#N |&1:23|